5,6,7,8-tetrahydro-4H-pyrazolo[1,5-a][1,4]diazepine-2-carboxamide hydrochloride Cl.N1=C(C=C2N1CCCNC2)C(=O)N